4-bromo-2-(trifluoromethoxy)anisole BrC1=CC(=C(C=C1)OC)OC(F)(F)F